ClC1=CC=2C(N3C(=NC2C=C1)C(CC3)CC(C(=O)OCC)C(=O)OCC)=O Diethyl 2-((7-chloro-9-oxo-1,2,3,9-tetrahydropyrrolo[2,1-b]quinazolin-3-yl)methyl)malonate